[6-(3-Chloro-1H-pyrazol-4-yl)-1-[2-(dimethylamino)ethyl]indol-3-yl]-(6-fluoro-2,3-dihydro-1,4-benzodioxin-3-yl)methanone ClC1=NNC=C1C1=CC=C2C(=CN(C2=C1)CCN(C)C)C(=O)C1OC2=C(OC1)C=CC(=C2)F